FC(N1N=CC(=C1C)N(C(=O)C1=C(N(C(=C1)C=1C=C2CCNCC2=CC1C(=O)N1CC2=CC=CC=C2C[C@H]1C)C)C)C1=CC=CC=C1)F N-[1-(difluoromethyl)-5-methyl-pyrazol-4-yl]-1,2-dimethyl-5-[7-[(3R)-3-methyl-3,4-dihydro-1H-isoquinoline-2-carbonyl]-1,2,3,4-tetrahydroisoquinolin-6-yl]-N-phenyl-pyrrole-3-carboxamide